ClC=1C=C(C=CC1F)NC(N(CC1=NN=C2N1CCCCC2)C2=NOC=C2)=O 3-(3-chloro-4-fluorophenyl)-1-(isoxazol-3-yl)-1-((6,7,8,9-tetrahydro-5H-[1,2,4]triazolo[4,3-a]azepin-3-yl)methyl)urea